3-(5-(4-((butyl(methyl)amino)methyl)pyridin-2-yl)-1-oxoisoindolin-2-yl)piperidine C(CCC)N(C)CC1=CC(=NC=C1)C=1C=C2CN(C(C2=CC1)=O)C1CNCCC1